Titanium(II) sulfide [S-2].[Ti+2]